FC(C(C(OCCC[Si](Cl)(Cl)C)(F)F)(F)F)CC(F)(F)F octafluoropentyloxypropyl-methyldichlorosilane